[(2R,3R,4R,5R)-4-acetoxy-2-(hydroxymethyl)-5-[2-(2-methylpropanoyl-amino)-6-oxo-1H-purin-9-yl]tetrahydrofuran-3-yl] acetate C(C)(=O)O[C@@H]1[C@H](O[C@H]([C@@H]1OC(C)=O)N1C=2N=C(NC(C2N=C1)=O)NC(C(C)C)=O)CO